(R)-2-((8-(3,3-bis(hydroxy-methyl)azetidine-1-carbonyl)-2,3-dihydrobenzo[b][1,4]dioxin-5-yl)amino)-4-((tetrahydrofuran-3-yl)amino)-7H-pyrrolo[2,3-d]pyrimidine-5-carbonitrile OCC1(CN(C1)C(=O)C1=CC=C(C2=C1OCCO2)NC=2N=C(C1=C(N2)NC=C1C#N)N[C@H]1COCC1)CO